5-fluoro-N-(2-methoxy-4-methylpyridin-3-yl)-4-(3-oxo-5,6,7,8-tetrahydro[1,2,4]triazolo[4,3-a]pyridin-2(3H)-yl)-2-{[(2S)-1,1,1-trifluoropropan-2-yl]oxy}benzamide FC=1C(=CC(=C(C(=O)NC=2C(=NC=CC2C)OC)C1)O[C@H](C(F)(F)F)C)N1N=C2N(CCCC2)C1=O